2-chloro-9-(2'-(dibenzo[b,d]furan-4-yl)-5-methyl-[1,1'-biphenyl]-2-yl)-9H-carbazole ClC1=CC=2N(C3=CC=CC=C3C2C=C1)C1=C(C=C(C=C1)C)C1=C(C=CC=C1)C1=CC=CC2=C1OC1=C2C=CC=C1